(S)-N-(2-(3-chloro-4-((3,5-difluoropyridin-2-yl)methoxy-d2)-5''-fluoro-5',6-dimethyl-2-carbonyl-2H-[1,4':2',2''-terpyridin]-6''-yl)propan-2-yl)acetamide ClC=1C(N(C(=CC1OC([2H])([2H])C1=NC=C(C=C1F)F)C)C1=CC(=NC=C1C)C1=NC(=C(C=C1)F)C(C)(C)NC(C)=O)=C=O